FC=1C(=C(C(=NC1C1=CC(=CC=C1)C(F)(F)F)C(C)C)CC(=O)N=S(=O)(C1=CN=C(S1)C(C)(C)O)NC(OC(C)(C)C)=O)C(C)C tert-butyl (N-(2-(5-fluoro-2,4-diisopropyl-6-(3-(trifluoromethyl)phenyl)pyridin-3-yl)acetyl)-2-(2-hydroxypropan-2-yl)thiazole-5-sulfonimidoyl)carbamate